COC=1C=CC2=C(N(CCCC2)CC2=CC=C(C(=O)NO)C=C2)C1 4-((8-methoxy-2,3,4,5-tetrahydro-1H-benzo[b]azepin-1-yl)methyl)-N-hydroxybenzamide